1-METHYL-4-OXO-2-AZETIDINECARBOXYLIC ACID CN1C(CC1=O)C(=O)O